7-(2,4-Dichlorophenyl)-8-(4-(4-isopropylpiperazin-1-yl)phenyl)-5,6-dihydronaphthalen-2-ol ClC1=C(C=CC(=C1)Cl)C=1CCC=2C=CC(=CC2C1C1=CC=C(C=C1)N1CCN(CC1)C(C)C)O